C(C)OC(=O)C1N(CC2=CC=CC=C2C1)C(=O)C=1OC(=CC1)C.C[Si]([N-][Si](C)(C)C)(C)C.[Li+] Lithium hexamethyldisilazide ethyl-2-(5-methylfuran-2-carbonyl)-1,2,3,4-tetrahydroisoquinoline-3-carboxylate